FC=1C(=C(C=CC1)C1=CC2=C([C@H](CCO2)CNC=2C=NC=CC2C(=O)O)C=C1)C 3-({[(4S)-7-(3-fluoro-2-methylphenyl)-3,4-dihydro-2H-1-benzopyran-4-yl]methyl}amino)pyridine-4-carboxylic acid